NC=1C=C(C=CC1)NC1=NC=C(C(=N1)C1C(NC2=CC=CC=C12)=O)Cl 3-(2-((3-aminophenyl)amino)-5-Chloropyrimidin-4-yl)indolin-2-one